C(C)[N+]1(CCCCC1)CCC ethyl-N-propylpiperidinium